FC(C12CC(C1)(C2)NC(=O)NC(C(F)F)C2=CC(=CC=C2)C(F)(F)F)F 1-(3-Difluoromethyl-bicyclo[1.1.1]pent-1-yl)-3-[2,2-difluoro-1-(3-trifluoromethyl-phenyl)-ethyl]-urea